COCCCN1CCN(CC1)C(=O)C1=CC=C(C=C1)N1N=NC(=C1)C=1C(NC2=NC=CC=C2C1)=O 3-(1-{4-[4-(3-methoxy-propyl)-piperazine-1-carbonyl]-phenyl}-1H-[1,2,3]triazol-4-yl)-1H-[1,8]naphthyridin-2-one